N-(5-((3-Fluorophenoxy)methyl)benzofuran-7-yl)-1-methyl-5-oxopyrrolidine-2-carboxamide FC=1C=C(OCC=2C=C(C3=C(C=CO3)C2)NC(=O)C2N(C(CC2)=O)C)C=CC1